FC1=C(C=CC=C1)C=1C(=CC2=C(N(C(N=C2N2[C@H](CN(CC2)C(C=C)=O)C)=O)C=2C(=NC=CC2C)C(C)C)N1)C 7-(2-fluorophenyl)-6-methyl-1-(4-methyl-2-(2-propanyl)-3-pyridinyl)-4-((2S)-2-methyl-4-(2-propenoyl)-1-piperazinyl)pyrido[2,3-d]pyrimidin-2(1H)-one